C[C@@H]1O[C@@H](CN(C1)C1=CC=CC(=N1)C1=NC2=CC(=NC=C2C=C1)CNC(C1=CC(=C(C=C1)C)OCCO)=O)C N-((2-(6-((cis)-2,6-dimethylmorpholino)pyridin-2-yl)-1,6-naphthyridin-7-yl)methyl)-3-(2-hydroxyethoxy)-4-methylbenzamide